NC(CCC1CC1)(C1=CC=NC=C1)C=1C=CC(=C(C1)NC(=O)[C@@H]1NCC(C1)(F)F)F (R)-N-(5-(1-amino-3-cyclopropyl-1-(pyridin-4-yl)propyl)-2-fluorophenyl)-4,4-difluoropyrrolidine-2-carboxamide